methyl 2-(1-(cyclopropylmethyl)-1H-indol-2-yl)-7-methoxy-1-((1-methyl-1H-pyrazol-4-yl) methyl)-1H-benzo[d]imidazole-5-carboxylate C1(CC1)CN1C(=CC2=CC=CC=C12)C1=NC2=C(N1CC=1C=NN(C1)C)C(=CC(=C2)C(=O)OC)OC